BrC1=C(OCC(=O)O)C=CC(=C1)OC(F)(F)F 2-(2-bromo-4-(trifluoromethoxy)-phenoxy)-acetic acid